FC(C(=O)O)(F)F.FC(C(=O)O)(F)F.C(C)OC(=O)C1NC2=CC(=CC=C2C=2C=CN=C(CCCCC1)C2)NC(=O)OCCOC 5-(2-methoxy-ethoxycarbonylamino)-8,16-diaza-tricyclo[13.3.1.02,7]nonadeca-1(19),2,4,6,15,17-hexaene-9-carboxylic Acid ethyl ester, bis-trifluoroacetic Acid Salt